ClC1=C2C(=NN(C1=O)C1=CC3=CN(N=C3C=C1)C)C=CN2 4-chloro-2-(2-methyl-2H-indazol-5-yl)-2,5-dihydro-3H-pyrrolo[3,2-c]pyridazin-3-one